O1[C@@H](CCC1)C(=O)NN (S)-tetrahydrofuran-2-carboxylic acid hydrazide